N=1C=C(N2C1C=CC=C2)C(=O)N2C(C1=C(CC2)C(=CS1)C(=O)NC1=CC(=CC=C1)C(F)(F)F)(C)C 6-(imidazo[1,2-a]pyridine-3-carbonyl)-7,7-dimethyl-N-(3-(trifluoromethyl)phenyl)-4,5,6,7-tetrahydrothieno[2,3-c]pyridine-3-carboxamide